methylfuran-2-formic acid CC1=C(OC=C1)C(=O)O